4,5-dihydroxy-2,3,6-trimethoxy-9,10-dihydrophenanthrene OC1=C(C(=CC=2CCC3=CC=C(C(=C3C12)O)OC)OC)OC